ClC1=C(C(=CC=C1)C)NC(=O)C1=CN=C(S1)NC1=CC(=NC(=N1)C)N1CCN(CC1)CCCNC(OC(C)(C)C)=O tert-butyl (3-(4-(6-((5-((2-chloro-6-methylphenyl)carbamoyl)thiazol-2-yl)amino)-2-methylpyrimidin-4-yl)piperazin-1-yl)propyl)carbamate